C(C)C1=C(C(=CC(=C1)C)OCOC)N1N=C2N=C(SC2=C1)N[C@H]1CN(C[C@@H](C1)F)C 2-[2-ethyl-6-(methoxymethoxy)-4-methylphenyl]-N-[(3R,5R)-5-fluoro-1-methylpiperidin-3-yl]-2H-pyrazolo[3,4-d][1,3]thiazol-5-amine